OC1=CC=C2CC[C@H](CC2=C1)N(CCC)CCC |r| (±)-7-Hydroxy-2-(di-n-propylamino)tetralin